C(#N)[C@H](C[C@H]1C(NCC1)=O)NC(=O)[C@@H]1[C@H]2C([C@H]2CN1C([C@@H](NC(C(F)(F)F)=O)C(C)(C)CO)=O)(C)C (1R,2S,5S)-N-{(1S)-1-cyano-2-[(3S)-2-oxopyrrolidin-3-yl]ethyl}-3-[3-(hydroxymethyl)-N-(trifluoroacetyl)-L-valinyl]-6,6-dimethyl-3-azabicyclo[3.1.0]hexane-2-carboxamide